ClC1=C2C(=NC(=C1)C)NC(=C2)C(=O)NC2CC[Si](CCCC2)(C)C 4-chloro-N-(1,1-dimethylsilocan-4-yl)-6-methyl-1H-pyrrolo[2,3-b]pyridine-2-carboxamide